1,1,1,3,3,4,4-heptafluoro-2-butanone FC(C(C(C(F)F)(F)F)=O)(F)F